FC1=C(C=CC=C1)NC(C)=O N-(2-fluorophenyl)acetamide